C(=O)C1CC(C1)N1N=C2C=CC(=CC2=C1)NC(=O)C1=NC(=CC=C1)C(F)(F)F N-[2-(3-formylcyclobutyl)indazol-5-yl]-6-(trifluoromethyl)pyridine-2-carboxamide